FC1(CCC(CC1)COC=1C=CC(=C2C=CC=NC12)NC(C=C)=O)F N-[8-{(4,4-difluorocyclohexyl)methoxy}quinolin-5-yl]acrylamide